Ethyl (S)-3-amino-3-(4-fluoro-2'-methyl-6'-(pent-4-en-1-yloxy)-[1,1'-biphenyl]-3-yl)propanoate hydrochloride Cl.N[C@@H](CC(=O)OCC)C=1C=C(C=CC1F)C1=C(C=CC=C1OCCCC=C)C